ClC=1C=C2C(=C(C(=NC2=CC1OCC)C1=CC(=CC=C1)C(F)(F)F)CN1CCC(CC1)N1CCOCC1)C(=O)NC1(CC1)C1=CC=CC=C1 6-chloro-7-(ethoxy)-3-{[4-(4-morpholinyl)-1-piperidinyl]methyl}-N-(1-phenylcyclopropyl)-2-[3-(trifluoromethyl)phenyl]-4-quinolinecarboxamide